ClC1=CC=C(C(=C1C(=O)N(C)C)O)NC1=C(C(C1=O)=O)NC(C1(COCC1)C)C1=NC=CC=C1C 6-chloro-2-hydroxy-N,N-dimethyl-3-((2-(((3-methylpyridin-2-yl)(3-methyltetrahydrofuran-3-yl)methyl)amino)-3,4-dioxocyclobut-1-en-1-yl)amino)benzamide